N1(CCOCC1)C(=O)[C@@H]1CC[C@H](CC1)C(=O)NN trans-4-(morpholin-4-ylcarbonyl)cyclohexanecarbohydrazide